1-[(cyanomethyl)amino]-6-{[6-(2,2-difluoroethoxy)-2-methylpyridin-3-yl]methyl}-3-methyl-7,8-dihydro-5H-2,6-naphthyridine-4-carbonitrile C(#N)CNC1=NC(=C(C=2CN(CCC12)CC=1C(=NC(=CC1)OCC(F)F)C)C#N)C